C1(CCCC1)N1C(N(C=2C1=C1C(=NC2)NC(=C1C=1C=C2C=NN(C2=CC1)C)C1=CC=C(C=C1)CN1CCC(CC1)S(=O)(=O)C)C)=O 1-cyclopentyl-3-methyl-8-(1-methyl-1H-indazol-5-yl)-7-(4-((4-(methylsulfonyl)piperidin-1-yl)methyl)phenyl)-3,6-dihydroimidazo[4,5-d]pyrrolo[2,3-b]pyridin-2(1H)-one